3-(1-methyl-1H-pyrazol-4-yl)-5-(4-chlorophenyl)pyrazin-2-amine CN1N=CC(=C1)C=1C(=NC=C(N1)C1=CC=C(C=C1)Cl)N